(endo)-3-(2-methoxy-2,2-di-thiophen-2-yl-ethyl)-8,8-dimethyl-8-azoniabicyclo[3.2.1]octane iodide [I-].COC(CC1CC2CCC(C1)[N+]2(C)C)(C=2SC=CC2)C=2SC=CC2